Cl.C(C)(C)C1=NN(C(=C1)C(=O)O)C 3-isopropyl-1-methyl-1H-pyrazole-5-carboxylic acid hydrochloride